ClC=1C=C2C(=NC(=NC2=C(C1C1=CC=CC2=C1N=C(S2)N)F)OC[C@H]2N(CCC2)C)N2CCNCC2 4-(6-chloro-8-fluoro-2-(((S)-1-methylpyrrolidin-2-yl)methoxy)-4-(piperazin-1-yl)quinazolin-7-yl)benzo[d]Thiazol-2-amine